C1=CC=CC=2C3=CC=CC=C3C3(C12)C1=CC=CC=C1C=1C=CC=CC13 9,9'-SPIROBIFLUOREN